C(CCC)N1C(NC(C1=O)=O)=O 1-butylimidazolidine-2,4,5-trione